ClC1=NC=C(C(=C1)C1=C(C=NC(=C1)C)C(=O)NC=1SC2=C(C=NC(=C2)C2=C(C=NN2C)C([2H])([2H])[2H])N1)OC 2'-chloro-5'-methoxy-6-methyl-N-(6-(1-methyl-4-(methyl-d3)-1H-pyrazol-5-yl)thiazolo[4,5-c]pyridin-2-yl)-[4,4'-bipyridine]-3-carboxamide